2,4,6-trimethylbenzoyl-dicyclohexyl-phosphine oxide CC1=C(C(=O)P(C2CCCCC2)(C2CCCCC2)=O)C(=CC(=C1)C)C